C(C1=CC=CC=C1)OC1=CC=C2C(C(OCC2=C1)(C)C1CCCCC1)=O 7-(benzyloxy)-3-cyclohexyl-3-methylisochroman-4-one